C(#N)C(=C)C#N 1,1-DICYANOETHYLENE